1-bromo-2-chloro-3-fluoro-benzene BrC1=C(C(=CC=C1)F)Cl